C1(=CC=CC=C1)[Ir+]C=1C(=NC=CC1)C(=O)O phenyl-(2-carboxypyridyl)iridium (III)